cyclopentyl isocyanate C1(CCCC1)N=C=O